CC1(CNC1)CN1CCCCC1 1-((3-methylazetidin-3-yl)methyl)piperidin